(9H-fluoren-9-yl)methyl (5-((S)-2-((S)-2-((tert-butoxycarbonyl)amino)-3-methylbutanamido)-5-ureidopentanamido)-2-(((tert-butyldiphenylsilyl)oxy)methyl)benzyl)(prop-2-yn-1-yl)carbamate C(C)(C)(C)OC(=O)N[C@H](C(=O)N[C@H](C(=O)NC=1C=CC(=C(CN(C(OCC2C3=CC=CC=C3C=3C=CC=CC23)=O)CC#C)C1)CO[Si](C1=CC=CC=C1)(C1=CC=CC=C1)C(C)(C)C)CCCNC(=O)N)C(C)C